2-hydroxy-5-(naphthalen-2-yl)benzoic acid OC1=C(C(=O)O)C=C(C=C1)C1=CC2=CC=CC=C2C=C1